C(CCCCCCCCCCCCC)(=O)O.C(CCCCCCCCCCCCC)(=O)O.CO.CO dimethanol dimyristate